C(#N)[C@H]1N(CSC1)C(CNC(=O)C1=CC=NC2=CC=C(C=C12)N1CCC(CC1)(C(C)C)O)=O (R)-N-(2-(4-Cyanothiazolidin-3-yl)-2-oxoethyl)-6-(4-hydroxy-4-isopropyl-piperidin-1-yl)quinoline-4-carboxamide